C(=O)(O)C1=CC=CC(=[NH+]1)OC[C@@H](C)[NH3+] [(1R)-2-(6-carboxypyridin-1-ium-2-yl)oxy-1-methyl-ethyl]ammonium